tert-butyl N-[[4-bromo-3-methyl-7-[4-(trifluoromethoxy)-phenyl] benzimidazol-5-yl] methyl]-N-tert-butoxycarbonyl-carbamate BrC1=C(C=C(C=2N=CN(C21)C)C2=CC=C(C=C2)OC(F)(F)F)CN(C(OC(C)(C)C)=O)C(=O)OC(C)(C)C